N-(1-cyanocyclopropyl)-3-(5-(difluoromethyl)-1,3,4-thiadiazol-2-yl)-8-(3-hydroxypyrrolidin-1-yl)imidazo[1,5-a]pyridine-6-sulfonamide C(#N)C1(CC1)NS(=O)(=O)C=1C=C(C=2N(C1)C(=NC2)C=2SC(=NN2)C(F)F)N2CC(CC2)O